C(CCCC\C=C/CCCC\C=C/CCCCC)(=O)O (6z,12z)-6,12-octadecadienoic acid